FC=1C=2N(C=C(C1)C1=NN3C(S1)=NC(=C3)C3CCNCC3)C=C(N2)C 8-Fluoro-2-methyl-6-[6-(piperidin-4-yl)imidazo[2,1-b][1,3,4]thiadiazol-2-yl]imidazo[1,2-a]pyridin